C(C)(C)(C)C1=CC=C(C=C1)S(=O)(=O)NC1=CC2=C(SC(=C2)/C=C/C(=O)N)C=C1 (E)-3-(5-((4-(tert-butyl)phenyl)sulfonamido)benzo[b]thiophen-2-yl)acrylamide